C(N)(O[C@H](CC1(CCC2(C(=NNC(O2)=O)C2=C(C=C(C=C2)F)Br)CC1)O)CC(C)(C)C)=O ((S)-tert-butyl 1-(cis-5-(2-bromo-4-fluorophenyl)-9-hydroxy-2-oxo-1-oxa-3,4-diazaspiro[5.5]undec-4-en-9-yl) propan-2-yl) carbamate